N-allyl-1-(pyridine-2-yl)ethane-1-imine C(C=C)N=C(C)C1=NC=CC=C1